COC1=CC=C(CN2C[C@H]3CC[C@@H](CC2)N3C(=O)OC(C)(C)C)C=C1 tert-butyl (1R,6S)-3-(4-methoxybenzyl)-3,9-diazabicyclo[4.2.1]nonane-9-carboxylate